Cl.NCC(=O)NCC#C 2-Amino-N-prop-2-ynyl-acetamide hydrochloride